(S)-1-(2-(1-(4-(2,3-difluorophenoxy)phenyl)-8-methylimidazo[1,5-a]pyrazin-3-yl)piperidin-1-yl)but-2-yn-1-one FC1=C(OC2=CC=C(C=C2)C=2N=C(N3C2C(=NC=C3)C)[C@H]3N(CCCC3)C(C#CC)=O)C=CC=C1F